iso-decan CCCCCCCC(C)C